(R)-(3-Aminopiperidin-1-yl)(2-(1-(pyridin-3-ylmethyl)-1H-indol-2-yl)-5,6-dihydro-4H-imidazo[1,5,4-de]quinoxalin-8-yl)methanone N[C@H]1CN(CCC1)C(=O)C=1C=C2C=3N(CCNC3C1)C(=N2)C=2N(C1=CC=CC=C1C2)CC=2C=NC=CC2